C(CCC)OCCOCCOC1=CC=C(C=N1)C=1N=C(NC(C1)=O)C=1C=C(CNC(C(C)C)=O)C=CC1Cl N-[3-(4-{6-[2-(2-butoxyethoxy)ethoxy]pyridin-3-yl}-6-oxo-1,6-dihydropyrimidin-2-yl)-4-chlorobenzyl]isobutyramide